3-(5-(((1S,2S)-1-(ethylamino)-2,3-dihydro-1H-inden-2-yl)oxy)-1-oxoisoindolin-2-yl)piperidine-2,6-dione C(C)N[C@@H]1[C@H](CC2=CC=CC=C12)OC=1C=C2CN(C(C2=CC1)=O)C1C(NC(CC1)=O)=O